CN1C(=C(C2=CC=CC(=C12)C)C)C 1,2,3,7-Tetramethylindole